CN1N=CC=C1C(=O)NC(C(NC1=CC=C2C(=C1)NC(C21CCOCC1)=O)=O)=C1CCCCC2=C1C=CC=C2 2-Methyl-N-{2-oxo-2-[(2-oxo-spiro[1H-indole-3,4'-oxane]-6-yl)amino]-1-(6,7,8,9-tetrahydro-benzo[7]annulen-5-ylidene)-ethyl}pyrazole-3-carboxamide